BrC=1C=NN(C1C1=CC2=CC=C(C(=C2C=C1)Br)OC)C1=CC=CC=C1 4-bromo-5-(5-bromo-6-methoxynaphthalen-2-yl)-1-phenyl-1H-pyrazole